N-(2,6-Dimethyl-4-(7-(3,3,3-trifluoro-2-methylpropoxy)-1,3,4,5-tetrahydro-2H-benzo[c]azepine-2-yl)phenyl)-3,3-dimethylbutanamide CC1=C(C(=CC(=C1)N1CC2=C(CCC1)C=C(C=C2)OCC(C(F)(F)F)C)C)NC(CC(C)(C)C)=O